C(C)(C)(C)[Si](COCC)(COCC)C(C)(C)C di-t-butylbis(ethoxymethyl)silane